C(C)(C)(C)OC(CCC(=O)NC1=CC(=CC=C1)C(CCCN1CCOCC1)=O)=O 4-(3-(4-Morpholinylbutyryl)phenylamino)-4-oxobutanoic acid tert-butyl ester